tert-butyl 2-(3-bromo-2-fluoro-benzoyl)morpholine-4-carboxylate BrC=1C(=C(C(=O)C2CN(CCO2)C(=O)OC(C)(C)C)C=CC1)F